ClC1=C(CN2N=C3N([C@@H](CCC3)C(=O)N3C[C@H](CC3)F)C2=O)C=CC(=C1)F (5S)-2-(2-Chloro-4-fluorobenzyl)-5-{[(3S)-3-fluoropyrrolidin-1-yl]carbonyl}-5,6,7,8-tetrahydro[1,2,4]triazolo[4,3-a]pyridin-3(2H)-one